tert-butyl (S)-(4-(6-(3-chloro-6-(2-(ethyl(isopropyl)carbamoyl)-4-fluorophenoxy)-1,2,4-triazin-5-yl)-2,6-diazaspiro[3.4]octan-2-yl)-5-methylhexyl)carbamate ClC=1N=NC(=C(N1)N1CC2(CN(C2)[C@@H](CCCNC(OC(C)(C)C)=O)C(C)C)CC1)OC1=C(C=C(C=C1)F)C(N(C(C)C)CC)=O